(E)-pentafluoro(3-(4-methoxystyryl)phenyl)-λ6-sulfane FS(C1=CC(=CC=C1)\C=C\C1=CC=C(C=C1)OC)(F)(F)(F)F